benzyl 2-[2-(1,3-dioxolan-2-yl)-3-hydroxy-5-[2-(trimethylsilyl)ethynyl] phenoxy]acetate O1C(OCC1)C1=C(OCC(=O)OCC2=CC=CC=C2)C=C(C=C1O)C#C[Si](C)(C)C